CN(C)C1=CC=C(C=C1)C(=C)C1=CC=C(C=C1)[SiH](C)C 1-[4-(N,N-dimethylamino)phenyl]-1-(4'-dimethylsilylphenyl)ethene